NC1=CC=C(OC2=CC=C(C=C2)C(C)C2=CC=C(C=C2)OC2=CC=C(C=C2)N)C=C1 1,1-bis[4-(4-Aminophenoxy)phenyl]ethane